S(=O)(=O)(C(F)(F)F)OC(C)(C=C)C 2-methyl-3-buten-2-ol triflate